7-(5,7-dihydro-6H-pyrrolo[3,4-b]pyridin-6-yl)-6-fluoro-1-(4-hydroxyphenyl)-4-oxo-1,4-dihydroquinoline-3-carboxylic acid N1=C2C(=CC=C1)CN(C2)C2=C(C=C1C(C(=CN(C1=C2)C2=CC=C(C=C2)O)C(=O)O)=O)F